ClC1=C(C=CC=C1Cl)C1CCN(CC1)CC=1C=C2C(N(C(C2=CC1)=O)N1C(NC(CC1)=O)=O)=O 5-((4-(2,3-dichlorophenyl)piperidin-1-yl)methyl)-2-(2,4-dioxotetrahydropyrimidine-1(2H)-yl)isoindoline-1,3-dione